(S)-4-oxo-2-(propylsulfonylamino)-4-(3-(2-(5,6,7,8-tetrahydro-1,8-naphthyridin-2-yl)ethyl)azetidin-1-yl)butanoic acid O=C(C[C@@H](C(=O)O)NS(=O)(=O)CCC)N1CC(C1)CCC1=NC=2NCCCC2C=C1